(1R,2S)-1-(5-chloro-2-pyrimidinyl)-1-methoxy-N-(5-(methoxymethyl)-4-(3-pentanyl)-4H-1,2,4-triazol-3-yl)-2-propanesulfonamide ClC=1C=NC(=NC1)[C@H]([C@H](C)S(=O)(=O)NC1=NN=C(N1C(CC)CC)COC)OC